tert-butyl 4-[1-[1-[(4-methoxyphenyl)methyl]-2,6-dioxo-3-piperidyl]-3-methyl-2-oxo-benzimidazol-4-yl]oxypiperidine-1-carboxylate COC1=CC=C(C=C1)CN1C(C(CCC1=O)N1C(N(C2=C1C=CC=C2OC2CCN(CC2)C(=O)OC(C)(C)C)C)=O)=O